Heptafluoronaphthalene FC1=C(C(=C2C(=C(C(=C(C2=C1)F)F)F)F)F)F